BrC1=CC=C(N(C2=CC=C(C=C2)OCCCBr)C2=CC=C(C=C2)Br)C=C1 4-bromo-N-(4-bromophenyl)-N-(4-(3-bromopropyloxy)phenyl)aniline